[Na].[Na].[Na].[Ti] titanium trisodium